FN(F)CS(=O)O Difluoroaminomethanesulfinic acid